CC1=CC2=C(N=C(S2)NN)C=C1 (6-methyl-1,3-benzothiazol-2-yl)hydrazine